C1[C@@H]([C@H]([C@@H]([C@H]([C@@H]1NC(=O)[C@H](CCNC(=O)CC[C@@H](C(=O)O)N)O)O)O[C@H]2[C@@H]([C@@H]([C@H](O2)CO)O)O)O[C@@H]3[C@@H]([C@H]([C@@H]([C@H](O3)CN)O)O)N)N The molecule is a butirosin that is butirosin B in which a gamma-L-glutamyl is attached to the amino group of the (S)-4-amino-2-hydroxybutyrate side-chain. It has a role as an antimicrobial agent. It derives from a neamine. It is a conjugate base of a gamma-L-glutamylbutirosin B(3+).